3-(4'-chloro-2'-fluoro-4-methoxy-[1,1'-biphenyl]-2-yl)-3-hydroxyazetidine-1-carboxylic acid tert-butyl ester C(C)(C)(C)OC(=O)N1CC(C1)(O)C1=C(C=CC(=C1)OC)C1=C(C=C(C=C1)Cl)F